3-(Trifluoromethyl)-phenyl 3-deoxy-3-[4-(3,4,5-trifluorophenyl)-1H-1,2,3-triazol-1-yl]-1-thio-α-D-galactopyranoside FC=1C=C(C=C(C1F)F)C=1N=NN(C1)[C@@H]1[C@H]([C@@H](SC2=CC(=CC=C2)C(F)(F)F)O[C@@H]([C@@H]1O)CO)O